C(N)(=N)C=1C=C(SC1)[C@@H](C)NC(=O)[C@H]1N(CC2(C1)CCCC2)C(CNC(CCCOC2=CC=CC=C2)=O)=O (S)-N-((R)-1-(4-carbamimidoylthiophen-2-yl)ethyl)-2-((4-phenoxy-butanoyl)glycyl)-2-azaspiro[4.4]nonane-3-carboxamide